ClC=1C(=NC(=NC1)N1CCC(CC1)OC1CCN(CC1)C=1C=C2C(N(C(C2=CC1)=O)C1C(NC(CC1)=O)=O)=O)NC=1C=C2C=C(C(N(C2=CC1)C)=O)OCC(C)=O 5-(4-[[1-(5-chloro-4-[[1-methyl-2-oxo-3-(2-oxopropoxy)quinolin-6-yl]amino]pyrimidin-2-yl)piperidin-4-yl]oxy]piperidin-1-yl)-2-(2,6-dioxopiperidin-3-yl)isoindole-1,3-dione